OC1(C(NC(NC1=O)=O)=O)O 5,5-dihydroxybarbituric acid